2-((2-(bis(2-hydroxydodecyl)amino)ethyl)piperazin-1-yl)ethylazanediol OC(CN(CCC1N(CCNC1)CCN(O)O)CC(CCCCCCCCCC)O)CCCCCCCCCC